C(C)(C)(C)OC(=O)O[C@@H]1[C@H]([C@H](N(C1)C(=O)OC(C)(C)C)CC1=CC=C(C=C1)C1=CN=C(S1)C(F)F)O tert-butyl (2R,3S,4S)-4-[(tert-butoxycarbonyl)oxy]-2-({4-[2-(difluoromethyl)-1,3-thiazol-5-yl]phenyl}methyl)-3-hydroxypyrrolidine-1-carboxylate